[Cl-].COC(CC1CCC(CC1)[NH3+])=O (1r,4r)-4-(2-Methoxy-2-oxoethyl)cyclohexan-1-aminium chloride